C(=O)C1OCOC1 4-formyl-1,3-dioxolane